C1(CC1)C1=C(C=CC(=C1)C(F)(F)F)NC(C(C)(C)N1N=CC2=C1CNC2)=O 1-(1-((2-cyclopropyl-4-(trifluoromethyl)phenyl)amino)-2-methyl-1-oxopropan-2-yl)-4,6-dihydropyrrolo[3,4-c]pyrazole